tert-butyl (2S)-2-[[[(2S,5R)-6-hydroxy-3-methyl-7-oxo-1,6-diazabicyclo[3.2.1]oct-3-ene-2-carbonyl]amino]oxymethyl]pyrrolidine-1-carboxylate ON1[C@@H]2C=C([C@H](N(C1=O)C2)C(=O)NOC[C@H]2N(CCC2)C(=O)OC(C)(C)C)C